6,7-dichloroquinoline ClC=1C=C2C=CC=NC2=CC1Cl